FC=1C=C(C=C(C1N1CCCCC1)F)NC(=O)C=1N=C(OC1COC)N1CCCC1 N-[3,5-difluoro-4-(piperidin-1-yl)phenyl]-5-(methoxymethyl)-2-(pyrrolidin-1-yl)oxazole-4-carboxamide